C(C)(C)(C)OC(=O)N1CC2=C(C=C(C=C2CC1)[N+](=O)[O-])I 8-iodo-6-nitro-3,4-dihydroisoquinoline-2(1H)-carboxylic acid tert-butyl ester